N-[3-(1,5-naphthyridin-2-yl)phenyl]prop-2-enamide N1=C(C=CC2=NC=CC=C12)C=1C=C(C=CC1)NC(C=C)=O